S1C=NC2=C1C=C(C=C2)C=2C(=CC(=C(C2)NC(=O)C2=CNC(C=C2C(F)(F)F)=O)N2C[C@H](N([C@H](C2)C)C)C)F |r| N-[5-(1,3-benzothiazol-6-yl)-4-fluoro-2-[rac-(3R,5S)-3,4,5-trimethylpiperazin-1-yl]phenyl]-6-oxo-4-(trifluoromethyl)-1H-pyridine-3-carboxamide